OC(C)(C)C=1C=C(C=C(C1)C)S(=O)(=O)N 3-(2-hydroxypropan-2-yl)-5-methylbenzenesulfonamide